NC1=NC(=CC(=N1)N1CCC2(C[C@H](NC2)C(=O)O)CC1)O[C@@H](C(F)(F)F)C1=CC=C(C=C1)C=1C=C2CCN(C(C2=CC1)=O)C (S)-8-(2-amino-6-((R)-2,2,2-trifluoro-1-(4-(2-methyl-1-oxo-1,2,3,4-tetrahydroisoquinolin-6-yl)phenyl)ethoxy)pyrimidin-4-yl)-2,8-diazaspiro[4.5]decane-3-carboxylic acid